2-{3-[(6,7-dihydro-5H-pyrazolo[5,1-b][1,3]oxazin-3-yl)amino]-5-fluoro-1-methyl-1H-indazol-6-yl}propan-2-ol N1=CC(=C2OCCCN21)NC2=NN(C1=CC(=C(C=C21)F)C(C)(C)O)C